methyl 5-amino-2-bromo-4-prop-1-ynyl-benzoate NC=1C(=CC(=C(C(=O)OC)C1)Br)C#CC